NC1=NC(=C(C=2N1N=C(N2)NC2=NC=CC=C2)C2=C(C=NC=C2)C)C2=C(C#N)C=CC=C2 (5-amino-8-(3-methylpyridin-4-yl)-2-(pyridin-2-ylamino)-[1,2,4]triazolo[1,5-c]pyrimidin-7-yl)benzonitrile